[Si](C1=CC=CC=C1)(C1=CC=CC=C1)(C(C)(C)C)OCCCC1(N(CCC1)C(=O)OC(C)(C)C)C(=O)OC 1-tert-butyl 2-methyl 2-(3-((tert-butyldiphenylsilyl)oxy)propyl)pyrrolidine-1,2-dicarboxylate